B(O)(O)C1=CC=C(C[C@H](N)C(=O)O)C=C1 |r| 4-BORONO-DL-PHENYLALANINE